(2,5-dioxopyrrolidin-1-yl)octadecanoic acid 1-benzyl ester C(C1=CC=CC=C1)OC(C(CCCCCCCCCCCCCCCC)N1C(CCC1=O)=O)=O